12H-dibenzo[d,g][1,3,2]dioxaphosphocine C1=CC=CC=2OPOC3=C(CC21)C=CC=C3